R-bromomethacrylic acid BrC=C(C(=O)O)C